C(C1CO1)OCCC[Si](C(C)C)(C(C)C)OCCOC γ-glycidoxypropyl-methoxyethoxydiisopropylsilane